ClC1=C(C=C2C(=C(N(C2=C1F)C)C1=NNC(=N1)C(C)O)N1C=NC=C1)OC (3-(6-chloro-7-fluoro-3-(1H-imidazol-1-yl)-5-methoxy-1-methyl-1H-indol-2-yl)-1H-1,2,4-triazol-5-yl)ethan-1-ol